O1COCC2=C1C=CC=C2CC2=C(C1=C(OCOC1)C=C2)O 6-(benzo[d][1,3]dioxan-5-ylmethyl)benzo[d][1,3]dioxan-5-ol